5-(4-(2,6-dioxopiperidin-3-yl)phenoxy)pentyl methanesulfonate CS(=O)(=O)OCCCCCOC1=CC=C(C=C1)C1C(NC(CC1)=O)=O